Kalium Methylparaben COC(=O)C1=CC=C(O)C=C1.[K]